ClC(C)C1=CN=C(N1C)[N+](=O)[O-] 5-(1-chloroethyl)-1-methyl-2-nitro-1H-imidazole